3,9-bis{2-[3-(3-tert-butyl-4-hydroxy-5-methylphenyl)propionyloxy]-1,1-dimethylethyl}-2,4,8,10-tetraoxospiro[5.5]undecane C(C)(C)(C)C=1C=C(C=C(C1O)C)CCC(=O)OCC(C)(C)C1C(CC2(CC1=O)CC(C(C(C2)=O)C(COC(CCC2=CC(=C(C(=C2)C)O)C(C)(C)C)=O)(C)C)=O)=O